NC1=CC(=C(C(=O)OC)C=C1)C methyl 4-amino-2-methylbenzoate